5-(3-(4-fluoropiperidin-1-yl)azetidin-1-yl)-2-methyl-N-(1-(1-methyl-2-oxo-1,2-dihydrobenzo[cd]indol-6-yl)cyclopropyl)benzamide FC1CCN(CC1)C1CN(C1)C=1C=CC(=C(C(=O)NC2(CC2)C=2C=3C4=C(C(N(C4=CC2)C)=O)C=CC3)C1)C